Di-allyl pyrocarbonate C(OCC=C)(=O)OC(=O)OCC=C